C(C1=CC=CC=C1)OC=1C=NC(=NC1)N1CC(NC(C1)C)C 5-(benzyloxy)-2-(3,5-dimethylpiperazin-1-yl)pyrimidine